ClC=1C=CC=2C(=NC=C(N2)NC2=C(C(=CC(=C2Cl)OC)OC)Cl)N1 6-chloro-2-(2,6-dichloro-3,5-dimethoxyanilino)pyrido[2,3-b]Pyrazine